2-(3,4-dihydroxy-5-methoxyphenyl)-1-(oxetan-3-yl)-N-phenyl-1H-benzo[d]imidazole-5-sulfonamide OC=1C=C(C=C(C1O)OC)C1=NC2=C(N1C1COC1)C=CC(=C2)S(=O)(=O)NC2=CC=CC=C2